CC(C(=C(C(=O)O)C)C(=O)O)(C(=O)O)C trimethyl-trans-aconitic acid